C(C)(=O)NS(=O)(=O)C1=CC=C(C=C1)NC(=O)C1=NC(=CN=C1N)C1=CC=C2C=CNC2=C1 N-(4-(N-acetylsulfamoyl)phenyl)-3-amino-6-(1H-indol-6-yl)pyrazine-2-carboxamide